N-[(R)-1-{(S)-2-hydroxy-2-phenylpropylamino}propane-2-yl]isoquinoline-6-sulfonamide O[C@@](CNC[C@@H](C)NS(=O)(=O)C=1C=C2C=CN=CC2=CC1)(C)C1=CC=CC=C1